ClC1=CC(=C(C(=C1N)[N+](=O)[O-])F)F 6-chloro-3,4-difluoro-2-nitroaniline